diethylhexylaminotriazinone C(C)C(CCCCC)(NC=1C(NN=NC1)=O)CC